C(C)OC(C1=CC=C(C=C1)NC([C@H](C1=CC=CC=C1)NC(=O)OC(C)(C)C)=O)=O (S)-4-(2-((tert-butoxycarbonyl)amino)-2-phenylacetylamino)benzoic acid ethyl ester